C=C(CO)CC(=C)C1C(C(=CC1)C)(C)C 2-methylene-4-(2,2,3-trimethylcyclopent-3-en-1-yl)pent-4-en-1-ol